1-(4-(3-((4-amino-5-(3-chloro-4-(6-methylpyridin-2-yloxy)phenyl)-7-methyl-7H-pyrrolo[2,3-d]pyrimidin-6-yl)ethynyl)azetidin-1-yl)piperidin-1-yl)prop-2-en-1-one NC=1C2=C(N=CN1)N(C(=C2C2=CC(=C(C=C2)OC2=NC(=CC=C2)C)Cl)C#CC2CN(C2)C2CCN(CC2)C(C=C)=O)C